(3R,4R)-4-((R)-9-fluoro-5H-imidazo[5,1-a]isoindol-5-yl)tetrahydro-2H-pyran-3-ol FC=1C=CC=C2[C@H](N3C(C12)=CN=C3)[C@@H]3[C@H](COCC3)O